3-[2-(benzylamino)imidazo[2,1-b][1,3,4]thiadiazol-5-yl]-N,N-dimethyl-benzamide C(C1=CC=CC=C1)NC1=NN2C(S1)=NC=C2C=2C=C(C(=O)N(C)C)C=CC2